6-methoxy-2-phenyl-3,4-dihydronaphthalene COC=1C=C2CCC(=CC2=CC1)C1=CC=CC=C1